ClC1=CC=C(C=C1)[C@@H](CCNC(=O)C=1C(=NC=C(C1)C=1C=CC=2N(N1)C=C(N2)NC(CN2CCOCC2)=O)C)O N-[(3R)-3-(4-chlorophenyl)-3-hydroxypropyl]-2-methyl-5-{2-[2-(morpholin-4-yl)acetamido]imidazo[1,2-b]pyridazin-6-yl}pyridine-3-carboxamide